C(CCCCCCC)N1CC(O[Sn]2(OC(C1)C)OC(CN(CC(O2)C)CCCCCCCC)C)C 4,12-Di-n-octyl-2,6,10,14-tetramethyl-1,7,9,15-tetraoxa-4,12-diaza-8-stannaspiro[7.7]pentadecan